(S)-3-((8-chloro-1-(2,6-dichloro-4-(2-hydroxyethoxy) phenyl)-2-methyl-4-oxo-1,4-dihydro-1,6-naphthyridin-5-yl) oxy)-1-(methylamino)-1-oxopropan-2-yl dihydrogen phosphate P(=O)(O[C@H](C(=O)NC)COC1=C2C(C=C(N(C2=C(C=N1)Cl)C1=C(C=C(C=C1Cl)OCCO)Cl)C)=O)(O)O